N1(CN=CC=C1)C1NCC(NC1)C(F)(F)F 2-(pyrimidin-1-yl)-5-(trifluoromethyl)piperazine